OC1(CCOCC1)CC(=O)N(CC1CCOCC1)C 2-(4-hydroxytetrahydro-2H-pyran-4-yl)-N-methyl-N-((tetrahydro-2H-pyran-4-yl)methyl)acetamide